ClC1=NC(=CC(=C1)CC)Cl 2,6-dichloro-4-ethylpyridine